5-(aminomethyl)-N-methyl-N-(3-(trifluoromethoxy)cyclobutyl)pyridin-2-amine NCC=1C=CC(=NC1)N(C1CC(C1)OC(F)(F)F)C